N1(CCCCC1)CC(CC)O 1-(piperidin-1-yl)butan-2-ol